7-(5-chloro-2-(2-(5-cyano-2-methyl-6-(N-methylacetamido)-4-oxopyrido[3,4-d]pyrimidin-3(4H)-yl)ethoxy)phenyl)-5-methylthieno[3,2-b]pyridine-3-carboxylic acid ClC=1C=CC(=C(C1)C1=C2C(=NC(=C1)C)C(=CS2)C(=O)O)OCCN2C(=NC1=C(C2=O)C(=C(N=C1)N(C(C)=O)C)C#N)C